2-([5-(3-methoxyphenyl)-1-(2-methylphenyl)-1H-pyrazol-3-yl]methoxy)-2-methylpropanoic acid COC=1C=C(C=CC1)C1=CC(=NN1C1=C(C=CC=C1)C)COC(C(=O)O)(C)C